C(CCC)OC(C)NC(CC)=O N-(1-butoxyethyl)propionamide